8-((1-(cyclopropylsulfonyl)cyclopropyl)methoxy)-1-methyl-2-oxo-1,2-dihydro-1,6-naphthyridine-3-carboxylic acid C1(CC1)S(=O)(=O)C1(CC1)COC=1C=NC=C2C=C(C(N(C12)C)=O)C(=O)O